γ-Ureidopropyl-triethoxysilane N(C(=O)N)CCC[Si](OCC)(OCC)OCC